(4R,11bS)-4-(2-((R)-Cyclohexyl(methyl)silyl)phenyl)-4,5-dihydro-3H-dinaphtho[2,1-c:1',2'-e]phosphepine C1(CCCCC1)[Si@H](C1=C(C=CC=C1)P1CC2=C(C3=C(C1)C=CC1=CC=CC=C13)C=1C=CC=CC1C=C2)C